C(C)(C)(C)[Si](OCC(C)N1N=CC(=C1)Cl)(C)C 1-(1-((tert-butyl-dimethyl-silyl)oxy)propan-2-yl)-4-chloro-1H-pyrazole